COC1=C(C(=O)N)C=C(C=N1)NC(C(=O)N1[C@H](CC[C@@H](C1)C)C=1C=CC2=C(N=C(S2)C2CCNCC2)C1)=O 2-methoxy-5-(2-((2R,5S)-5-methyl-2-(2-(piperidin-4-yl)benzo[d]thiazol-5-yl)piperidin-1-yl)-2-oxoacetamido)nicotinamide